(7-(2-(4-(6-fluorobenzothiophen-4-yl)piperazin-1-yl)ethyl)-2-oxo-3,4-dihydroquinoline-1(2H)-yl)methyl heptadecanoate C(CCCCCCCCCCCCCCCC)(=O)OCN1C(CCC2=CC=C(C=C12)CCN1CCN(CC1)C1=CC(=CC2=C1C=CS2)F)=O